BrC1=CC=C(C=C1)C=1NC(C2=C(NC(C21)=O)C2=CC=C(C=C2)Br)=O 3,6-di(4'-bromo-phenyl)-2,5-dihydropyrrolo[3,4-c]pyrrole-1,4-dione